6-(cyclopropylmethoxy)-N-[(2S)-1-(2-fluoroethoxy)-3-methylbutan-2-yl]-5-(pyrrolidin-1-yl)pyridine-2-carboxamide C1(CC1)COC1=C(C=CC(=N1)C(=O)N[C@H](COCCF)C(C)C)N1CCCC1